FC(C1C(O1)F)(F)F 2,3-epoxy-1,1,1,3-tetrafluoropropane